OC1=C(C=CC(=C1)OCC(COC(C)CC)O)C1=NC=NC=N1 2-hydroxy-4-(3-sec-butyloxy-2-hydroxypropyloxy)phenyl-s-triazine